N-(3-Cyano-5-(cyclohexylmethyl)-4,5,6,7-tetrahydrothieno[3,2-c]pyridin-2-yl)-2-(1,1-dioxido-2,3-dihydrobenzo[d]isothiazol-5-yl)acetamid C(#N)C1=C(SC2=C1CN(CC2)CC2CCCCC2)NC(CC=2C=CC1=C(CNS1(=O)=O)C2)=O